ClC=1C=2N(C=CN1)C(=NC2C2=CC=C(C=C2)OC2=CC=CC=C2)C2CCC(CC2)N2CCN(CC2)C 8-chloro-3-((1s,4s)-4-(4-methylpiperazin-1-yl)cyclohexyl)-1-(4-phenoxyphenyl)imidazo[1,5-a]pyrazine